ClCC(=O)N1C[C@@H]2C([C@@H]2C1)NC(OC(C)(C)C)=O tert-butyl ((1R,5S,6s)-3-(2-chloroacetyl)-3-azabicyclo[3.1.0]hexan-6-yl)carbamate